NCC(=O)N1CC(CCC1)C1=C(N(C=C1)S(NC(=O)OCC1=CC=CC=C1)(=O)=O)C(=O)OCC1=CC=CC=C1 Benzyl 3-[1-(2-aminoacetyl)-3-piperidyl]-1-(benzyloxycarbonylsulfamoyl)pyrrole-2-carboxylate